O=C1NC(CCC1C1=C(C=C(CN2CCN(CC2)C2CCN(CC2)C2=CC=C(C(=O)NC=3C4=C(NN3)CN(C4)C([C@@H](C4=CC=CC=C4)OC)=O)C=C2)C=C1)F)=O 4-(4-(4-(4-(2,6-dioxopiperidin-3-yl)-3-fluorobenzyl)piperazin-1-yl)piperidin-1-yl)-N-(5-((R)-2-methoxy-2-phenylacetyl)-1,4,5,6-tetrahydropyrrolo[3,4-c]pyrazol-3-yl)benzamide